3,5-dimethoxy-p-hydroxycinnamic acid COC=1C=C(C=CC(=O)O)C=C(C1O)OC